FC(CN1C(=NC=2C1=NC(=CC2)C=2C=CN1N=C(N=C(C12)NC)N[C@H]1[C@H](CN(CC1)C)F)C)F 5-(3-(2,2-Difluoroethyl)-2-methyl-3H-imidazo[4,5-b]pyridin-5-yl)-N2-((3S,4R)-3-fluoro-1-methylpiperidin-4-yl)-N4-methylpyrrolo[2,1-f][1,2,4]triazine-2,4-diamine